COC(N(C)COC1=C(C(=CC(=C1)CCCCC)O)C1=CC(=CC=C1)C)=O.N(=C=O)CCCCCCN=C=O 1,6-diisocyanaton-Hexane methyl-(((6-hydroxy-3'-methyl-4-pentyl-[1,1'-biphenyl]-2-yl)oxy)methyl)(methyl)carbamate